9-((1r,4r)-4-hydroxy-4-methylcyclohexyl)-7-methyl-2-((7-methylcinnolin-6-yl)amino)-7,9-dihydro-8H-purin-8-one OC1(CCC(CC1)N1C2=NC(=NC=C2N(C1=O)C)NC=1C=C2C=CN=NC2=CC1C)C